FC([C@H](C1=CC=CC=C1)OC(N)=O)(C1=CC(=CC=C1)F)F carbamic acid (S)-2,2-difluoro-2-(3-fluorophenyl)-1-phenylethyl ester